thiophenecarboxylic acid methyl ester COC(=O)C=1SC=CC1